C(C)(C)(C)OC(=O)N(C)CC1=CC=C(C=C1)NC(CCCCCCC(=O)OC(C)(C)C)=O tert-Butyl 8-((4-(((tert-butoxycarbonyl) (methyl)amino)methyl)phenyl)amino)-8-oxooctanoate